FC(C1=C(C=CC=C1)C1CCN(CC1)C(=O)C=1C2=C(NN1)CN(C2)C(CC)=O)(F)F 1-(3-(4-(2-(trifluoromethyl)phenyl)piperidine-1-carbonyl)-4,6-dihydropyrrolo[3,4-c]pyrazol-5(1H)-yl)propan-1-one